(2R,3R)-3-METHOXYHEX-5-ENE-2-SULFONAMIDE CO[C@@H]([C@@H](C)S(=O)(=O)N)CC=C